N-[4-methylaminobenzoyl]-L-glutamic acid ethyl ester C(C)OC([C@@H](NC(C1=CC=C(C=C1)NC)=O)CCC(=O)O)=O